azatyrosin NN(CC1=CC=C(C=C1)O)C(=O)O